NC1=C2N=CN(C2=NC(=N1)N/N=C/C1=CC=C(C=C1)C(F)(F)F)[C@@H]1O[C@@H]([C@H]([C@H]1O)O)CO (2R,3R,4S,5R)-2-{6-amino-2-{2-[(E)-4-(trifluoromethyl)benzylidene]hydrazino}-9H-purin-9-yl}-5-(hydroxymethyl)tetrahydrofuran-3,4-diol